3-(3-chlorophenyl)propionitril ClC=1C=C(C=CC1)CCC#N